BrC=1C=CC(=C(C1)C(=O)N1CC(CC1)O)C (5-bromo-2-methylphenyl)(3-hydroxypyrrolidin-1-yl)methanone